NC=1C=NC=CC1O[C@H]1CN(CC1)C(=O)OC(C)(C)C tert-Butyl (R)-3-((3-aminopyridin-4-yl)oxy)pyrrolidine-1-carboxylate